8-[(1,4-dihydroxybutan-2-yl)amino]octanoic acid heptadecan-9-yl ester CCCCCCCCC(CCCCCCCC)OC(CCCCCCCNC(CO)CCO)=O